N-(4-((3-chloro-4-fluorophenyl)amino)-7-(3-(4-(2-(2-(2-((2-(2,6-dioxopiperidin-3-yl)-1-oxoisoindolin-4-yl)thio)ethoxy)ethoxy)acetyl)piperazin-1-yl)propoxy)quinazolin-6-yl)acrylamide ClC=1C=C(C=CC1F)NC1=NC=NC2=CC(=C(C=C12)NC(C=C)=O)OCCCN1CCN(CC1)C(COCCOCCSC1=C2CN(C(C2=CC=C1)=O)C1C(NC(CC1)=O)=O)=O